2-((2S,4R)-4-amino-1-(6-chloroimidazo[1,2-a]pyridine-2-carbonyl)pyrrolidin-2-yl)-N-(2-(6-amino-2,4-dimethylpyridin-3-yl)ethyl)thiazole-4-carboxamide N[C@@H]1C[C@H](N(C1)C(=O)C=1N=C2N(C=C(C=C2)Cl)C1)C=1SC=C(N1)C(=O)NCCC=1C(=NC(=CC1C)N)C